methyl-1,2-ethylenediamine CNCCN